(S)-4-(cyclopropyl(4-(5,6,7,8-tetrahydro-1,8-naphthyridin-2-yl)butyl)amino)-2-((((4,4-difluorocyclohexyl)oxy)carbonyl)amino)butanoic acid C1(CC1)N(CC[C@@H](C(=O)O)NC(=O)OC1CCC(CC1)(F)F)CCCCC1=NC=2NCCCC2C=C1